O=C1N(C(C=C1)=O)[C@H]1C(N([C@@H](C1)COCCS(=O)(=O)O)CC(=O)O)=O 2-((3r,5s)-3-(2,5-dioxo-2,5-dihydro-1H-pyrrol-1-yl)-2-oxo-5-((2-sulfoethoxy)methyl)pyrrolidin-1-yl)acetic acid